ClC1=C(OC2=C(N=NN2)C(=O)O)C=CC(=C1)C#CS(=O)(=O)C1CCOCC1 5-(2-chloro-4-(((tetrahydro-2H-pyran-4-yl)sulfonyl)ethynyl)phenoxy)-1H-1,2,3-triazole-4-carboxylic acid